N,N-dimethyl-pentylamine CN(C)CCCCC